dl-2,4-dichlorobenzoyl peroxide ClC1=C(C(=O)OOC(C2=C(C=C(C=C2)Cl)Cl)=O)C=CC(=C1)Cl